(Cis-3-(6-tosylimidazo[4,5-d]pyrrolo[2,3-b]pyridin-1(6H)-yl)cyclobutyl)methanol S(=O)(=O)(C1=CC=C(C)C=C1)N1C=CC=2C1=NC=C1C2N(C=N1)[C@H]1C[C@H](C1)CO